C1N(CCC2=CC=CC=C12)C[C@H](CN1CC(OC2=C(C1=O)C=CC(=C2)OC2CCN(CC2)C)C)O 4-[(2R)-3-(3,4-dihydro-1H-isoquinolin-2-yl)-2-hydroxypropyl]-2-methyl-8-[(1-methyl-4-piperidinyl)oxy]-2,3-dihydro-1,4-benzoxazepin-5-one